N-(2-((2S,3S)-1-(3-aminopropyl)-2-methylpiperidin-3-yl)thieno[2,3-b]pyridin-4-yl)benzo[d]thiazol-5-amine NCCCN1[C@H]([C@H](CCC1)C1=CC=2C(=NC=CC2NC=2C=CC3=C(N=CS3)C2)S1)C